C(C)(C)C1=C(C(=CC=C1)C(C)C)[N+]1=CSCC1 3-(2,6-diisopropylphenyl)thiazolinium